ClC=1C(=NC=C(C1)C=1C=CC=2C3=C(N(C2C1)C)C=CN=C3)OCCOCCOCCOCCOCCOC=3C=C1C(N(C(C1=CC3)=O)C3C(NC(CC3)=O)=O)=O 5-((14-((3-chloro-5-(5-methyl-5H-pyrido[4,3-b]indol-7-yl)pyridin-2-yl)oxy)-3,6,9,12-tetraoxatetradecyl)oxy)-2-(2,6-dioxopiperidin-3-yl)isoindoline-1,3-dione